C(C)(C)(C)OC(CC(COCC1=CC=CC=C1)O)=O 4-(benzyloxy)-3-hydroxybutyric acid tert-butyl ester